4-(((4-oxochroman-7-yl)oxy)(quinolin-4-yl)methyl)benzonitrile O=C1CCOC2=CC(=CC=C12)OC(C1=CC=C(C#N)C=C1)C1=CC=NC2=CC=CC=C12